2-Nitro-7-trifluoromethylphenoxazine [N+](=O)([O-])C1=CC=2NC3=CC=C(C=C3OC2C=C1)C(F)(F)F